1-(4-cyclopropyl-2-fluorophenyl)ethane-1-one C1(CC1)C1=CC(=C(C=C1)C(C)=O)F